ClC1(C(N=C2N(C1=O)C=C(N=C2C2=C(C=C(C=C2)F)F)N2C[C@H](O[C@H](C2)C)C=2C=NN(C2)C2CC2)C)C 3-chloro-7-((2R,6S)-2-(1-cyclopropyl-1H-pyrazol-4-yl)-6-methylmorpholino)-9-(2,4-difluorophenyl)-2,3-dimethyl-4H-pyrazino[1,2-a]pyrimidin-4-one